FC1=CC=C(C=C1)C=1C(=C(C=NC1C)C(=O)NC1=CC=C(C=C1)OC1=CC=NC2=CC(=CN=C12)C(C)C)O 5-(4-Fluorophenyl)-4-hydroxy-6-methyl-N-[4-[(7-propan-2-yl-1,5-naphthyridin-4-yl)oxy]phenyl]pyridine-3-carboxamide